N-(cis-1-acetyl-2-(((cis-4-(3-methoxyphenyl)cyclohexyl)oxy)-methyl)piperidine-3-yl)methanesulfonamide C(C)(=O)N1[C@H]([C@H](CCC1)NS(=O)(=O)C)CO[C@@H]1CC[C@@H](CC1)C1=CC(=CC=C1)OC